N-phenyl-N-[4-(9-phenyl-9H-carbazole-3-yl)phenyl]Spiro-9,9'-bifluorene-2-Amine C1(=CC=CC=C1)N(C1=CC=2C3(C4=CC=CC=C4C2C=C1)C1=CC=CC=C1C1=CC=CC=C13)C1=CC=C(C=C1)C=1C=CC=3N(C2=CC=CC=C2C3C1)C1=CC=CC=C1